C(C1=CC=CC=C1)[AlH]C(C)C benzyl-isopropyl-aluminium hydride